1-benzyl-N-phenylpiperidin-4-amine C1CN(CCC1NC2=CC=CC=C2)CC3=CC=CC=C3